(2,4,6-trimethyl-2,3-dihydro-1H-inden-2-yl) methyl ether COC1(CC2=CC(=CC(=C2C1)C)C)C